7-(methylamino)-2-oxo-2H-chromene-3-carboxylic acid CNC1=CC=C2C=C(C(OC2=C1)=O)C(=O)O